5-((5-chloro-3-(2,2-difluoroethoxy)pyridin-2-yl)oxy)-N-((1S,2R)-3,3-difluoro-2-hydroxycyclohexyl)thiazolo[5,4-b]pyridine-2-carboxamide ClC=1C=C(C(=NC1)OC1=CC=C2C(=N1)SC(=N2)C(=O)N[C@@H]2[C@H](C(CCC2)(F)F)O)OCC(F)F